N-(4-((2-(1,1-difluoroethyl)-6-ethylpyrimidin-4-yl)amino)-5-(2,2-dimethyl-2,3-dihydro-[1,4]dioxino[2,3-b]pyridin-6-yl)pyridin-2-yl)acetamide FC(C)(F)C1=NC(=CC(=N1)NC1=CC(=NC=C1C1=CC=C2C(=N1)OCC(O2)(C)C)NC(C)=O)CC